The molecule is a methyl ester resulting from the formal condensation of the carboxy group of picloram with methanol. It has a role as a herbicide. It is an aminopyridine, a chloropyridine and a methyl ester. It derives from a picloram. COC(=O)C1=NC(=C(C(=C1Cl)N)Cl)Cl